OC(=O)C(F)(F)F.O=C1NC(CCC1N1C(C2=CC=CC(=C2C1=O)CCCN1CCN(CC1)CC(=O)O)=O)=O 2-(4-(3-(2-(2,6-dioxopiperidin-3-yl)-1,3-dioxoisoindolin-4-yl)propyl)piperazin-1-yl)acetic acid TFA Salt